C(=O)C=1NC=CC1 2-FORMYL-PYRROLE